FC=1C(=CC=2C3=C(NC(C2C1)=O)[C@@H](OC[C@H]3N(C(=O)C=3NC1=CC(=C(C=C1C3)F)F)C)O)F N-((1S,4R)-8,9-difluoro-4-hydroxy-6-oxo-1,4,5,6-tetrahydro-2H-pyrano[3,4-c]isoquinolin-1-yl)-5,6-difluoro-N-methyl-1H-indole-2-carboxamide